BrC=1C(C(=C(N(C1C)C)C)C(=O)NC1=CC(=C(C=C1)OC1=CC=NC2=CC(=C(N=C12)OC)OCCC1CCC1)F)=O 5-Bromo-N-(4-((7-(2-cyclobutylethoxy)-6-methoxy-1,5-naphthyridin-4-yl)oxy)-3-fluorophenyl)-1,2,6-trimethyl-4-oxo-1,4-dihydropyridine-3-carboxamide